1,1-Dimethylethyl [(3R)-1-({1-methyl-2-[1-(3-pyridinylmethyl)-1H-indol-2-yl]-1H-benzimidazol-5-yl}carbonyl)-3-piperidinyl]carbamate CN1C(=NC2=C1C=CC(=C2)C(=O)N2C[C@@H](CCC2)NC(OC(C)(C)C)=O)C=2N(C1=CC=CC=C1C2)CC=2C=NC=CC2